(2-di-t-butylphosphinoethyl)trimethylammonium chloride [Cl-].C(C)(C)(C)P(CC[N+](C)(C)C)C(C)(C)C